C(C)(C)(C)C=1SC2=C(N1)C(CC1(CCN(CC1)C(=O)C=1C=C3C=C(C=NC3=C(C1)C)OCC)C2)=O 2-(tert-butyl)-1'-(3-ethoxy-8-methylquinoline-6-carbonyl)-5H-spiro[benzo[d]thiazol-6,4'-piperidin]-4(7H)-one